[6-(1-hydroxy-4-oxocyclohexyl)pyridin-3-yl]-N,N-dimethylazetidine-3-carboxamide OC1(CCC(CC1)=O)C1=CC=C(C=N1)N1CC(C1)C(=O)N(C)C